(S)-N-[(1R)-1-[3-[2-(methoxymethyl)-4-pyridyl]-1,2,4-thiadiazol-5-yl]ethyl]-2-methyl-propane-2-sulfinamide COCC1=NC=CC(=C1)C1=NSC(=N1)[C@@H](C)N[S@@](=O)C(C)(C)C